The molecule is a dipeptide formed from L-alpha-aspartyl and L-phenylalanine residues. It is obtained after the hydrolysis of aspartame in intestinal lumen. It has a role as a human xenobiotic metabolite and a human blood serum metabolite. C1=CC=C(C=C1)C[C@@H](C(=O)O)NC(=O)[C@H](CC(=O)O)N